(2R,3S)-2-(4-(cyclopentylamino)phenyl)-N-(4-methyl-3-(trifluoromethyl)phenyl)-1-(o-toluenesulfonyl)piperidine-3-carboxamide C1(CCCC1)NC1=CC=C(C=C1)[C@@H]1N(CCC[C@@H]1C(=O)NC1=CC(=C(C=C1)C)C(F)(F)F)S(=O)(=O)C=1C(C)=CC=CC1